FC=1C(=CC=2N(C1)C=NN2)CCCN2CC1(C2)CC(C1)OC1=CC=C2CC(N(C2=C1)C)=O 6-[[2-[3-(6-fluoro-[1,2,4]triazolo[4,3-a]pyridin-7-yl)propyl]-2-azaspiro[3.3]heptan-6-yl]oxy]-1-methyl-indolin-2-one